FC=1C=NC(=NC1)N1CCC(CC1)OC[C@@H]1N(CC[C@@H]1NS(=O)(=O)C)C(=O)N(C)C cis-2-(((1-(5-fluoropyrimidin-2-yl)piperidin-4-yl)oxy)methyl)-3-((methanesulfonyl)amino)-N,N-dimethylpyrrolidine-1-carboxamide